COC(C1CCN(CC1)C1=CC=C(C=C1)[C@H]1[C@H](CCC2=CC(=CC=C12)O)C1CC(CC(C1)(C)C)(C)C)OC (1R,2R)-1-[4-[4-(dimethoxymethyl)-1-piperidyl]phenyl]-2-(3,3,5,5-tetramethylcyclohexyl)tetralin-6-ol